CC1=CC=C(C=C1)S(=O)(=O)[O-].CN(C1=[NH+]C=CC=C1)C 2-(dimethylamino)pyridinium p-toluenesulfonate